O=C1NC=2C=CC(=NC2C=C1C#N)C#N 6-oxo-5,6-dihydro-1,5-naphthyridin-2,7-dicarbonitril